O=C1C(=CC(=CN1)C(C)ONC(=O)C=1CCN(CC1)C1=NC=C(C=C1)C(F)(F)F)C(F)(F)F N-(1-(6-oxo-5-(trifluoromethyl)-1,6-dihydropyridin-3-yl)ethoxy)-5'-(trifluoromethyl)-3,6-dihydro-2H-[1,2'-bipyridine]-4-carboxamide